C1(=CC=CC=C1)C1=NC(=NC(=C1)C1=CC=CC=C1)C1=C(C(=C(C(=C1N1C2=C(C=3C=CC=CC13)N=CC=C2)C2=NC=CC=C2)N2C1=C(C=3C=CC=CC23)N=CC=C1)N1C2=C(C=3C=CC=CC13)N=CC=C2)N2C1=C(C=3C=CC=CC23)N=CC=C1 5,5',5'',5'''-(4-(4,6-diphenylpyrimidin-2-yl)-6-(pyridin-2-yl)benzene-1,2,3,5-tetrayl)tetrakis(5H-pyrido[3,2-b]indole)